pentyl (S)-5-fluoro-3-((R)-5-isopropyl-3-(isoquinolin-1-yl)-4,5-dihydroisoxazole-5-carboxamido)-4-oxopentanoate FCC([C@H](CC(=O)OCCCCC)NC(=O)[C@@]1(CC(=NO1)C1=NC=CC2=CC=CC=C12)C(C)C)=O